C(=O)(OC(C)(C)C)C1N(CCNC1)CC=CC1=CC=CC=C1 Boc-cinnamylpiperazine